[N+](=O)([O-])C1=CC=C(C=C1)C=1SC=CC1NC(O[C@H](C)C1=C(C=CC=C1)Cl)=O (R)-1-(2-chlorophenyl)ethyl N-[2-(4-nitrophenyl)thiophen-3-yl]carbamate